N-prop-2-ynyl-2H-1,2,4-triazole C(C#C)N1NCN=C1